C1(CC1)CN1C(C2N(C(C1)C2)C2=NC(=C1C(=N2)N(N=C1)C1=C(C=C(C=C1)F)F)O)=O 3-(cyclopropylmethyl)-6-[1-(2,4-difluorophenyl)-4-hydroxy-pyrazolo[3,4-d]pyrimidin-6-yl]-3,6-diazabicyclo[3.1.1]heptan-2-one